C1CCC(CC1)(C#N)N=NC2(CCCCC2)C#N 1,1'-Azobis(cyanocyclohexane)